4-bromo-2-methyl-pyrazolo[3,4-c]Pyridine BrC=1C=2C(C=NC1)=NN(C2)C